ClC1=NC2=CC=C(C=C2C(=N1)N1CC=2C=C(C=NC2CC1)C=1C(=NN(C1)C)C)Cl 2,6-dichloro-4-[3-(1,3-dimethylpyrazol-4-yl)-7,8-dihydro-5H-1,6-naphthyridin-6-yl]quinazoline